[N+](=O)([O-])C1=C(COCC2=C(C=CC=C2)[N+](=O)[O-])C=CC=C1 2-nitrobenzyl oxide